N-(3-(5-chloro-2-methoxyphenyl)-1-((4-hydroxytetrahydro-2H-pyran-4-yl)methyl)-1H-pyrazol-4-yl)pyrazolo[1,5-a]pyrimidine-3-carboxamide ClC=1C=CC(=C(C1)C1=NN(C=C1NC(=O)C=1C=NN2C1N=CC=C2)CC2(CCOCC2)O)OC